N-(3-(3-cyclopropyl-1,2,4-oxadiazol-5-yl)phenyl)-N-((4-(5-cyclopropyl-1-methyl-1H-pyrazol-3-yl)bicyclo[2.2.2]octan-1-yl)methyl)-3-fluorobicyclo[1.1.1]pentane-1-carboxamide C1(CC1)C1=NOC(=N1)C=1C=C(C=CC1)N(C(=O)C12CC(C1)(C2)F)CC21CCC(CC2)(CC1)C1=NN(C(=C1)C1CC1)C